FC=1C=C(C=CC1)C1=CC=C(C(=N1)N1C(C[C@@H](C1)C)(C)C)C(=O)NS(=O)(=O)C=1C(NC=CC1)=O 6-(3-Fluorophenyl)-N-[(2-oxo-1H-pyridin-3-yl)sulfonyl]-2-[(4S)-2,2,4-trimethylpyrrolidin-1-yl]pyridin-3-carboxamid